2-(((1R)-1-(2-cyano-3-(2-cyclopropylmorpholino)-7-methylquinoxalin-5-yl)ethyl)amino)benzoic acid C(#N)C1=NC2=CC(=CC(=C2N=C1N1CC(OCC1)C1CC1)[C@@H](C)NC1=C(C(=O)O)C=CC=C1)C